C(C)N1N=CC(=C1)NC1=NC(=NC=C1)C1=CC=C(C=C1)N1C(NCC1)=O 1-(4-(4-((1-ethyl-1H-pyrazol-4-yl)amino)pyrimidin-2-yl)phenyl)imidazolidin-2-one